F[B-](F)(F)F.FC=P(C1=CC=CC=C1)(C1=CC=CC=C1)C1=CC=CC=C1 (Fluoromethylene)triphenylphosphine tetrafluoroborate